COC(=O)C=1C(=CC(=NC1)C)B(O)O (5-methoxycarbonyl-2-methylpyridin-4-yl)boronic acid